phenazine-1,6-dicarboxylic acid C1(=CC=CC2=NC=3C(=CC=CC3N=C12)C(=O)O)C(=O)O